(R)-2-(4-(5-((2-(1-(fluoromethyl)-1H-pyrazol-4-yl)pyrimidin-5-yl)ethynyl)pyrimidin-2-yl)-2-(methoxymethyl)piperazin-1-yl)-1,3,5-triazine FCN1N=CC(=C1)C1=NC=C(C=N1)C#CC=1C=NC(=NC1)N1C[C@@H](N(CC1)C1=NC=NC=N1)COC